COC1=CC=2N(C(C(=C(N2)C(F)(F)F)C=2C=NN(C2)CCC(F)(F)F)=O)C=C1 8-methoxy-2-(trifluoromethyl)-3-[1-(3,3,3-trifluoropropyl)pyrazol-4-yl]pyrido[1,2-a]pyrimidin-4-one